OCC=1N=NN2C1C=C(C=C2)C(=O)OCC ethyl 3-(hydroxymethyl)-[1,2,3]triazolo[1,5-a]pyridine-5-carboxylate